FC(C(=O)OCC)(C(O)C=1SC=C(C1)C1=CN(C2=C(C=CC=C12)F)C(=O)OC(C)(C)C)F ethyl difluoro-3-(4-(1-Boc-7-fluoro-1H-indol-3-yl) thiophen-2-yl)-3-hydroxypropionate